1-ethyl-5,7-difluoro-6-iodo-2-methyl-1,3-benzodiazole C(C)N1C(=NC2=C1C(=C(C(=C2)F)I)F)C